C(#N)C1(CC1)CNC(=O)C1=NC=C(C=C1)C1=NOC(C1)(C(F)(F)F)C1=CC(=CC(=C1)Cl)Cl N-[(1-cyanocyclopropyl)methyl]-5-[5-(3,5-dichlorophenyl)-5-(trifluoromethyl)-4H-isoxazol-3-yl]pyridine-2-carboxamide